pentaethylene glycol monostearyl ether C(CCCCCCCCCCCCCCCCC)OCCOCCOCCOCCOCCO